Cl.C(C1=CC=CC=C1)SC1=CC=C(C=C1)NC([C@H](CC1=CC=CC=C1)NC)=O (S)-N-(4-(benzylsulfanyl)phenyl)-2-(methylamino)-3-phenylpropionamide hydrochloride